1-[5-chloro-3-(4-chlorophenyl)-2-(6-cyano-3-pyridinyl)pyrazolo[1,5-a]pyrimidin-7-yl]-4-ethoxy-piperidine-4-carboxamide ClC1=NC=2N(C(=C1)N1CCC(CC1)(C(=O)N)OCC)N=C(C2C2=CC=C(C=C2)Cl)C=2C=NC(=CC2)C#N